C(C)(C)(C)N1N=C(C(=C1NC)C(=O)N)C1=CC=C(C=C1)[N+](=O)[O-] 1-tert-butyl-5-(methylamino)-3-(4-nitrophenyl)-1H-pyrazole-4-carboxamide